P(O)(=O)(OP(=O)(O)OP(=O)(O)O)OC[C@@H]1[C@H](C[C@@H](O1)N1C=NC=2C(O)=NC=NC12)O 2'-deoxyinosine 5'-triphosphate